[1-(2,3-dimethylphenyl)vinyl]-1H-imidazole CC1=C(C=CC=C1C)C(=C)N1C=NC=C1